(4-(5-methyl-3-oxo-2-phenyl-2,3-dihydro-1H-pyrazol-1-yl)butyl)triphenyl-phosphonium bromide [Br-].CC1=CC(N(N1CCCC[P+](C1=CC=CC=C1)(C1=CC=CC=C1)C1=CC=CC=C1)C1=CC=CC=C1)=O